4-(4-chloro-2-fluorophenyl)-2-((2S)-2-(1-methyl-1H-pyrazol-4-yl)-4-morpholinyl)pyrido[2,3-d]pyrimidine ClC1=CC(=C(C=C1)C=1C2=C(N=C(N1)N1C[C@@H](OCC1)C=1C=NN(C1)C)N=CC=C2)F